NC=1C=2C=3C(C(NC2C(=CC1C)C)=O)=CSC3 9-amino-8-methyl-6-methylthieno[3,4-c]quinolin-4(5H)-one